1-(3-benzylpyrrolidin-1-yl)-3-(1-(3-isopropyl-[1,2,4]triazolo[4,3-b]pyridazin-6-yl)-3,5-dimethyl-1H-pyrazol-4-yl)propan-1-one C(C1=CC=CC=C1)C1CN(CC1)C(CCC=1C(=NN(C1C)C=1C=CC=2N(N1)C(=NN2)C(C)C)C)=O